ClC=1C=C(C=CC1)/C(=C/[Si](C)(C)C)/C1=C(C=CC=C1)[Si](C)(C)C (Z)-(2-(3-chlorophenyl)-2-(2-(trimethylsilyl)phenyl)vinyl)trimethylsilane